ClC1=CC(=CC(=N1)C1NC(C2=CC=CC(=C12)C(F)(F)F)=O)C1=C(C=CC(=C1)C(F)(F)F)C1=NN=CN1C 6-chloro-4-[2-(4-methyl-1,2,4-triazol-3-yl)-5-(trifluoromethyl)phenyl]pyridin-2-yl-4-(trifluoromethyl)-3H-isoindol-1-one